C(#N)C1=C(C=C(C=C1C1CC1)CC(=O)OC)C1CC1 methyl (4-cyano-3,5-dicyclopropylphenyl)acetate